methyl 6-chloro-4-[4-[4-(4-fluoroindol-1-yl)cyclohexyl]piperazin-1-yl]pyridazine-3-carboxylate ClC1=CC(=C(N=N1)C(=O)OC)N1CCN(CC1)C1CCC(CC1)N1C=CC2=C(C=CC=C12)F